FC(C=1C(=C(C=CC1)[C@@H](C)NC=1C2=C(N=C(N1)C)N=C(C(=C2)O[C@@H]2COCC2)NC)F)F N4-((R)-1-(3-(difluoromethyl)-2-fluorophenyl)ethyl)-N7,2-dimethyl-6-((S)-tetrahydrofuran-3-yloxy)pyrido[2,3-d]pyrimidine-4,7-diamine